O1CCC2=C1C=CC(=C2)CN2CC(C(C2)C=2N=C(NOC2)COC)C(=O)N=C 1-[(2,3-dihydro-1-benzofuran-5-yl)methyl]-4-[3-(methoxymethyl)-1,2,4-oxadiazin-5-yl]-N-methylylpyrrolidine-3-carboxamide